ClC=1C=C(C2=C(N1)N(C=C2)C=2C=NN(C2)C)C(=O)OC methyl 6-chloro-1-(1-methyl-1H-pyrazol-4-yl)-1H-pyrrolo[2,3-b]pyridine-4-carboxylate